S1C2=C(C=C1)C(=CC=C2)CCNC2=CC=NC=N2 6-(2-Benzo[b]thiophen-4-yl-ethylamino)-pyrimidin